(R)-N-(4-amino-2-((tetrahydrofuran-3-yl)oxy)phenyl)acetamide NC1=CC(=C(C=C1)NC(C)=O)O[C@H]1COCC1